C(C)(C)C=1C(=NNC1C=1C=C(C=2N(C1)N=CN2)OC)C2=CC=C(C=C2)[C@H](C)N(CC(=O)N(C)C)C (S)-2-((1-(4-(4-isopropyl-5-(8-methoxy-[1,2,4]triazolo[1,5-a]pyridin-6-yl)-1H-pyrazol-3-yl)phenyl)ethyl)(methyl)amino)-N,N-dimethylacetamide